(S)-3-(6-(3-Benzyl-4-ethylpiperazin-1-yl)-1-methyl-1H-pyrazolo[3,4-d]pyrimidin-3-yl)-2,6-difluoro-5-(trifluoromethyl)phenol C(C1=CC=CC=C1)[C@H]1CN(CCN1CC)C1=NC=C2C(=N1)N(N=C2C=2C(=C(C(=C(C2)C(F)(F)F)F)O)F)C